[3-[4-[4-[6-chloro-4-(trifluoromethyl)-2-pyridyl]piperazin-1-yl]sulfonylphenyl]-2-oxo-oxazolidin-5-yl]methyl 4-methylbenzenesulfonate CC1=CC=C(C=C1)S(=O)(=O)OCC1CN(C(O1)=O)C1=CC=C(C=C1)S(=O)(=O)N1CCN(CC1)C1=NC(=CC(=C1)C(F)(F)F)Cl